[Ir+3].C=1NC=C2C=CC=CC12.C=1NC=C2C=CC=CC12 bisisoindole iridium (III)